t-butyl 4-(6-(1-hydroxy ethyl)-1,2,4,5-tetrazin-3-yl)benzylcarbamate OC(C)C1=NN=C(N=N1)C1=CC=C(CNC(OC(C)(C)C)=O)C=C1